1-((4-methylthiazol-5-yl)methyl)pyrrolidin CC=1N=CSC1CN1CCCC1